N-[(Z)-N-methoxy-C-methyl-iminomethyl]-4-[5-(trifluoromethyl)-1,2,4-oxadiazol-3-yl]benzamide CO\N=C(\C)/NC(C1=CC=C(C=C1)C1=NOC(=N1)C(F)(F)F)=O